(cis)-3-[4-(2-bromoethoxy)-2-nitro-6-(trifluoromethyl)phenylamino]-1-methylcyclobutanol BrCCOC1=CC(=C(C(=C1)C(F)(F)F)NC1CC(C1)(O)C)[N+](=O)[O-]